C(C)OC(CC(=O)C1=C(C(=CC=C1F)Br)F)=O 3-(3-bromo-2,6-difluoro-phenyl)-3-oxo-propionic acid ethyl ester